BrC=1C2=C(C(N(C1)C)=O)N(C=C2)S(=O)(=O)C2=CC=C(C)C=C2 4-Bromo-6-methyl-1-(toluene-4-sulfonyl)-1,6-dihydro-pyrrolo[2,3-c]pyridin-7-one